BrC=1C=NC=C(C1)OCCOC1OCCCC1 3-bromo-5-(2-((tetrahydro-2H-pyran-2-yl)oxy)ethoxy)pyridine